(3S)-1,1-dihydroxymethyl-tetrahydro-beta-carboline-3-carboxylic acid OCC1(N[C@@H](CC2C3=CC=CC=C3N=C12)C(=O)O)CO